CN(CCC1=CN(C(C2=CC=C(C=C12)C1=CC=NN1C)=O)CC=1C=C(C(=O)NC)C=CC1)C 3-((4-(2-(Dimethylamino)ethyl)-6-(1-methyl-1H-pyrazol-5-yl)-1-oxoisoquinolin-2(1H)-yl)methyl)-N-methylbenzamide